methyl (R)-4-((3S,8S,9S,10R,13R,14S,17R)-3-hydroxy-10,13-dimethyl-2,3,4,7,8,9,10,11,12,13,14,15,16,17-tetradecahydro-1H-cyclopenta[a]phenanthren-17-yl)pentanoate O[C@H]1CC[C@@]2([C@H]3CC[C@@]4([C@H](CC[C@H]4[C@@H]3CC=C2C1)[C@@H](CCC(=O)OC)C)C)C